N-(tert-butyl)-3-((2-((3-chloro-5-methoxyphenyl)amino)-5-methylpyrimidin-4-yl)amino)benzenesulfonamide C(C)(C)(C)NS(=O)(=O)C1=CC(=CC=C1)NC1=NC(=NC=C1C)NC1=CC(=CC(=C1)OC)Cl